ClC1=C(C(=O)O)C(=CC(=C1OC)OC)I 2-chloro-6-iodo-3,4-dimethoxy-benzoic acid